C1(CCCCC1)CN1N=C(C=C1C(=O)OC)C methyl 1-(cyclohexylmethyl)-3-methyl-1H-pyrazole-5-carboxylate